C1(CC1)C[C@]1(C(OCC=2C(N3CC=4C(=NC=5C=C(C(=C6C5C4C(CC6)NC(C)=O)C)F)C3=CC21)=O)=O)O N-((9S)-9-(cyclopropylmethyl)-5-fluoro-9-hydroxy-4-methyl-10,13-dioxo-2,3,9,10,13,15-hexahydro-1H,12H-benzo[de]pyrano[3',4':6,7]indolizino[1,2-b]quinolin-1-yl)acetamide